methyl (S)-1-((S)-2-((tert-butoxycarbonyl)amino)-3-(3-(difluoromethyl)-5-(4,4,5,5-tetramethyl-1,3,2-dioxaborolan-2-yl)phenyl) propanoyl)hexahydropyridazine-3-carboxylate C(C)(C)(C)OC(=O)N[C@H](C(=O)N1N[C@@H](CCC1)C(=O)OC)CC1=CC(=CC(=C1)B1OC(C(O1)(C)C)(C)C)C(F)F